(2R,6S)-1,2,6-Trimethyl-4-((R)-pyrrolidin-3-yl)piperazine CN1[C@@H](CN(C[C@@H]1C)[C@H]1CNCC1)C